C(CC)(=O)OCCCCCCCCCCCCCCCCCCCC arachidyl alcohol propionate